FC1=C(C(=CC(=C1)C=1C(=NC=CC1)SCCC)F)C(CCCC(=O)O)C 5-[2,6-difluoro-4-(2-propylsulfanyl-3-pyridyl)-phenyl]hexanoic acid